4-[4-(1,3-benzoxazol-2-yl)piperidin-1-yl]-7-methoxy-1-methyl-2-oxo-1,2-dihydroquinoline-3-carbonitrile O1C(=NC2=C1C=CC=C2)C2CCN(CC2)C2=C(C(N(C1=CC(=CC=C21)OC)C)=O)C#N